C(C=CCCCCCCCCCCCCCCCCC)(=O)OC[C@@H](OC(C=CCCCCCCCCCCCCCCCCC)=O)CO 1,2-di(eicosenoyl)-sn-glycerol